C(CCC)/C=1/C(=O)OC(/C1)=O butylfumaric acid anhydride